O=C1N(CC2=C1N(C=1N(C2=O)N=C(C1)C(C)C)CC(=O)OCC)C(C)C ethyl [5,8-dioxo-2,6-di(propan-2-yl)-5,6,7,8-tetrahydro-4H-pyrazolo[1,5-a]pyrrolo[3,4-d]pyrimidin-4-yl]acetate